FC(C1=NN(C(=C1)C(=O)N1[C@H](C2=C(CC1)NC=N2)C2=NN1C(C(=CC=C1)C)=C2)C)F (R)-(3-(difluoromethyl)-1-methyl-1H-pyrazol-5-yl)(4-(4-methylpyrazolo[1,5-a]pyridin-2-yl)-6,7-dihydro-1H-imidazo[4,5-c]pyridin-5(4H)-yl)methanone